methyl (R)-4-(3-fluoro-2-((R or S)-1-fluoroethyl)phenyl)-2-(fluoromethyl)-5-oxo-4,5,6,7-tetrahydro-1H-cyclopenta[b]pyridine-3-carboxylate FC=1C(=C(C=CC1)[C@@H]1C2=C(NC(=C1C(=O)OC)CF)CCC2=O)[C@@H](C)F |o1:23|